N1(CCCCC1)CC1=CC=C(C=N1)C=1C=C2C(=CC=NC2=CC1)NC=1C=CC2=C(N=CS2)C1 N-(6-(6-(piperidin-1-ylmethyl)pyridin-3-yl)quinolin-4-yl)benzo[d]thiazol-5-amine